1-benzyl-3-(4-(trifluoromethyl)pyridin-2-yl)-1,3,8-triazaspiro[4.5]decane-2,4-dione hydrochloride Cl.C(C1=CC=CC=C1)N1C(N(C(C12CCNCC2)=O)C2=NC=CC(=C2)C(F)(F)F)=O